(S)-2-(6-(2-(phenylcarbamothioyl)hydrazine-1-carboxamido)benzo[d]thiazol-2-yl)-4,5-dihydro-thiazole-4-carboxylic acid C1(=CC=CC=C1)NC(=S)NNC(=O)NC1=CC2=C(N=C(S2)C=2SC[C@@H](N2)C(=O)O)C=C1